NC1=C2NC(N(C2=NC(=N1)OCCCC)CC1=CC=C(CN2CCC(CC2)CCNC(C=COCCON)=O)C=C1)=O N-(2-(1-(4-((6-amino-2-butoxy-8-oxo-7H-purin-9(8H)-yl)methyl)benzyl)piperidin-4-yl)ethyl)-3-(2-(aminooxy)ethoxy)propenamide